C(C=C)(=O)NC1=CC=C(C=C1)C1=C(C=2C(=NC=C(C2N1C1CC1)C#N)N)C1=CC(=C(C(=O)NCC(F)(F)F)C=C1)OC 4-(2-(4-acrylamidophenyl)-4-amino-7-cyano-1-cyclopropyl-1H-pyrrolo[3,2-c]pyridin-3-yl)-2-methoxy-N-(2,2,2-trifluoroethyl)benzamide